Ethyl {[4-bromo-5-(2-fluoropyridin-4-yl)-1-(pyridin-2-yl)-1H-pyrazol-3-yl]oxy}acetate BrC=1C(=NN(C1C1=CC(=NC=C1)F)C1=NC=CC=C1)OCC(=O)OCC